OC(C)(C)C=1C=C(C=CC1)O 3-α-hydroxyisopropylphenol